1-(4-(2-chloro-4-morpholinobenzyl)piperazine-1-carbonyl)-1H-pyrazole-3-carboxamide ClC1=C(CN2CCN(CC2)C(=O)N2N=C(C=C2)C(=O)N)C=CC(=C1)N1CCOCC1